ClC1=CC=C(CN2C=C(C3=CC=CC=C23)C(C(=O)NC2=CC=NC=C2)=O)C=C1 2-(1-(4-chlorobenzyl)-1H-indol-3-yl)-2-oxo-N-(pyridin-4-yl)acetamide